N1=C(N=CC=C1)C1=NC=CN=C1 pyrimidyl-pyrazine